FC(N1N=C(C=C1)C=1C(=CC(=NC1)NC1=NC(=NC=C1)C=1C=NN(C1)CCOC)NC1CCC(CC1)(O)C)F (1s,4s)-4-((5-(1-(Difluoromethyl)-1H-pyrazol-3-yl)-2-((2-(1-(2-methoxyethyl)-1H-pyrazol-4-yl)pyrimidin-4-yl)amino)pyridin-4-yl)amino)-1-methylcyclohexan-1-ol